CN(C=1C=C(C(=C)C)C=CC1)C 3-(dimethylamino)-α-methylstyrene